2-HYDROXY-6-((2-(1-ISOPROPYL-1H-PYRAZOL-5-YL)PYRIDIN-3-YL)METHOXY)BENZALDEHYD OC1=C(C=O)C(=CC=C1)OCC=1C(=NC=CC1)C1=CC=NN1C(C)C